CC1=C(C1)C 1,2-dimethylcyclopropene